N-(5-(5-(tert-butylcarbamoyl)pyridin-3-yl)-4-fluoro-2-((3S,5R)-3,4,5-trimethylpiperazin-1-yl)phenyl)-4-(trifluoromethyl)-6-(2-(trimethylsilyl)ethoxy)nicotinamide C(C)(C)(C)NC(=O)C=1C=C(C=NC1)C=1C(=CC(=C(C1)NC(C1=CN=C(C=C1C(F)(F)F)OCC[Si](C)(C)C)=O)N1C[C@@H](N([C@@H](C1)C)C)C)F